NC1=CC2=C(SC=C2)C=C1 5-aminobenzo[b]thiophene